ClC=1C=CC(=NC1)CN1C(=NC=2N(C(N(C(C12)=O)CCCO)=O)C)C1=C(C=CC=C1)F 7-((5-chloropyridin-2-yl)methyl)-8-(2-fluorophenyl)-1-(3-hydroxypropyl)-3-methyl-1H-purine-2,6(3H,7H)-dione